(2s)-2-amino-4-(2-(1-(trifluoromethyl)-1,3-dihydroisobenzofuran-1-yl)ethylsulfonimidoyl)butanoic acid N[C@H](C(=O)O)CCS(=O)(=N)CCC1(OCC2=CC=CC=C12)C(F)(F)F